4-(4-methoxybenzoyl)-4-methyl-6-phenyl-5-hexynonitrile COC1=CC=C(C(=O)C(CCC#N)(C#CC2=CC=CC=C2)C)C=C1